ClC(C(C(F)F)(F)Cl)F 1,2-dichloro-1,2,3,3-tetrafluoropropane